C(C1=CC=CC=C1)OC=1C=C2C(=NC(=NC2=CC1OC)Cl)NC(C)C1=C(C(=CC=C1)C(F)(F)F)C 6-(benzyloxy)-2-chloro-7-methoxy-N-(1-(2-methyl-3-(trifluoromethyl)phenyl)ethyl)quinazolin-4-amine